C(C)OC(/C=C/[C@@H]1N(C(OC1)(C)C)C(=O)OC(C)(C)C)=O (S,E)-tert-butyl 4-(3-ethoxy-3-oxoprop-1-enyl)-2,2-dimethyloxazolidine-3-carboxylate